FC1=C(C=CC(=C1F)OC)C1=CN=C2N1C=CN=C2NC2=CC(=C(C(=O)NCC1CC[N+](CC1)(C)CC1C[N+](CC1)(C)C)C=C2)CC 4-[[3-(2,3-difluoro-4-methoxy-phenyl)imidazo[1,2-a]pyrazin-8-yl]amino]-N-[[1-[(1,1-dimethylpyrrolidin-1-ium-3-yl)methyl]-1-methyl-piperidin-1-ium-4-yl]methyl]-2-ethyl-benzamide